C(OCC)(OCOC1=CC(=CC(=C1C1=CC(=CC=C1)C)OCOC(OCC)=O)CCC)=O diethyl (((3'-methyl-4-propyl-[1,1'-biphenyl]-2,6-diyl)bis(oxy))bis(methylene)) bis(carbonate)